C(C)(=O)NC1CC(C1)[C@@H]1N(C[C@H](CC1)C)C(C(=O)NC=1C=NC(=C(C1)C)N)=O 2-[(2R,5S)-2-(3-Acetamidocyclobutyl)-5-methyl-1-piperidyl]-N-(6-amino-5-methyl-3-pyridyl)-2-oxo-acetamide